ClC1=C(C=CC=C1)[C@H]1[C@@H](CC[C@H](C1)C)C(=O)N1CCC2(CN(C2)C(C=C)=O)CC1 1-(7-((1R,2R,4R)-2-(2-chlorophenyl)-4-methylcyclohexane-1-carbonyl)-2,7-diazaspiro[3.5]nonan-2-yl)prop-2-en-1-one